C(C)N1C(NC2=C(C1=O)N=CC(=C2)C=2C=C(C(=O)NC=1C=CC(=NC1)C(=O)NC)C=CC2)=O 5-(3-(3-ethyl-2,4-dioxo-1,2,3,4-tetrahydropyrido[3,2-d]pyrimidin-7-yl)benzamido)-N-methylpyridinecarboxamide